C=CS(=O)(=O)OC1=CN=C(S1)S(=O)(=O)CC (2-(ethylsulfonyl) thiazol-5-yl) methylenemesylate